ClC1=C(C(=O)N2CC3CCC(C2)N3C3=CC(=CC(=N3)CNC(CC)=O)S(=O)(=O)CC(C)(C)C)C=CC(=C1)F N-[[6-[3-(2-chloro-4-fluoro-benzoyl)-3,8-diazabicyclo[3.2.1]octan-8-yl]-4-(2,2-dimethylpropylsulfonyl)-2-pyridyl]methyl]propanamide